COC1=CC=C(C2=CC=CC=C12)C1=NOC(=N1)C1=CC2=C(N(N=N2)C(C)C)C=C1 5-{3-(4-methoxynaphthalen-1-yl)-1,2,4-oxadiazol-5-yl}-1-(propan-2-yl)-1H-1,2,3-benzotriazole